ALLYLPHENYL SULFONE C(C=C)S(=O)(=O)C1=CC=CC=C1